(2r,5s)-5-[2-(4-chloro-3-fluorophenoxy)acetamido]-2-{[6-(trifluoromethoxy)pyridin-2-yl]carbamoyl}piperidine-1-carboxylic acid tert-butyl ester C(C)(C)(C)OC(=O)N1[C@H](CC[C@@H](C1)NC(COC1=CC(=C(C=C1)Cl)F)=O)C(NC1=NC(=CC=C1)OC(F)(F)F)=O